4-(3-((1-ethylpiperidin-4-yl)methyl)-6-(1-methyl-1H-indazol-5-yl)-3H-imidazo[4,5-c]pyridin-7-yl)-2-fluorobenzonitrile C(C)N1CCC(CC1)CN1C=NC2=C1C=NC(=C2C2=CC(=C(C#N)C=C2)F)C=2C=C1C=NN(C1=CC2)C